NCCCC1=CN=C(N1)N 5-(3-aminopropyl)-1H-imidazol-2-amine